4-[7-[2-(3-cyanomorpholin-4-yl)ethoxy]imidazo[1,2-a]pyridin-3-yl]-N-cyclopropyl-2-(difluoromethoxy)-6-methoxy-benzamide C(#N)C1N(CCOC1)CCOC1=CC=2N(C=C1)C(=CN2)C2=CC(=C(C(=O)NC1CC1)C(=C2)OC)OC(F)F